ClC=1SC(=CN1)[C@H]1CSC=2N1C(C(=C[N+]2C)C2=CC(=CC=C2)C(F)(F)F)=O (3R)-3-(2-chlorothiazol-5-yl)-8-methyl-5-oxo-6-[3-(trifluoromethyl)phenyl]-2,3-dihydrothiazolo[3,2-a]pyrimidin-8-ium